FC(C=1C=CC(=NC1)B(O)O)(F)F [5-(trifluoromethyl)-2-pyridinyl]boronic acid